FC(C(=O)O)(F)F.C(=O)C=1C=CC(=NC1)C1=C2CCN(C2=CC=C1)C=1C=C(C=2N(N1)C(=CN2)C(=O)N[C@H]2[C@@H](CC2)OC)NC 6-(4-(5-formylpyridin-2-yl)indolin-1-yl)-N-((1R,2R)-2-methoxycyclobutyl)-8-(methylamino)imidazo[1,2-b]pyridazine-3-carboxamide trifluoroacetate